N1OCC(N2C1CNCC2)=O hexahydropyrazino[2,1-c][1,2,4]oxadiazin-4(3H)-one